3-(3,3-dimethylbutyl)urea CC(CCNC(N)=O)(C)C